3-(4,4-Difluoro-5,5-dimethyl-4,5-dihydrothieno[2,3-c]pyridin-7-yl)chinolin FC1(C2=C(C(=NC1(C)C)C=1C=NC3=CC=CC=C3C1)SC=C2)F